BrC1=C(C=C2C(=NC(=NC2=C1F)Cl)N1[C@@H]2CN([C@H](C1C=C)CC2)C(=O)OC(C)(C)C)F tert-butyl (1S,4S)-5-(7-bromo-2-chloro-6,8-difluoroquinazolin-4-yl)-6-vinyl-2,5-diazabicyclo[2.2.2]octane-2-carboxylate